3-(5-Fluoro-6'-methyl-[3,4'-bipyridyl]-2'-yl)-5-(4-methylthiazol-2-yl)-1,2,4-oxadiazole FC=1C=C(C=NC1)C1=CC(=NC(=C1)C)C1=NOC(=N1)C=1SC=C(N1)C